(S)-1-(chloromethyl)-2,3-dihydro-1H-benzo[e]indol-5-ol ClC[C@@H]1CNC=2C=C(C3=C(C12)C=CC=C3)O